CC=1C(=CC=CC1)S(=O)(=O)N o-Toluenesulphonic acid amide